ClC=1C=C(C(=O)NC(C)C=2N(N=C(N2)C#N)C2=NC=C(C=C2)Cl)C=C(C1)C(F)(F)F 3-chloro-N-[1-[2-(5-chloro-2-pyridyl)-5-cyano-1,2,4-triazol-3-yl]ethyl]-5-(trifluoromethyl)benzamide